NC=1C=C(NC2=NC(=NC(=N2)NC2=CC(=CC=C2)N)NCC)C=CC1 2,4-bis(3-aminoanilino)-6-ethylamino-1,3,5-triazine